FC(C=1C=C(C=CC1)C1NC2=C(OC1)C(=CN=C2)C2=CC=C(C#N)C=C2)(F)F 4-(3-(3-(trifluoromethyl)phenyl)-3,4-dihydro-2H-pyrido[4,3-b][1,4]oxazin-8-yl)benzonitrile